NC1=C(C=C(CNC(OC(C)(C)C)=O)C=C1)C(NC1C(NC(CC1)=O)=O)=O tert-butyl (4-amino-3-((2,6-dioxopiperidin-3-yl)carbamoyl)benzyl)carbamate